cyclopentyl(methyl)((4-(5-(trifluoromethyl)-1,2,4-oxadiazol-3-yl)phenyl)imino)-λ6-sulfanone C1(CCCC1)S(=O)(=NC1=CC=C(C=C1)C1=NOC(=N1)C(F)(F)F)C